(E)-2-(2,6-dimethyl-4-(3-(3-methyl-6-(methylthio)benzo[b]thiophen-2-yl)-3-oxoprop-1-en-1-yl)phenoxy)-2-methylpropanoic acid CC1=C(OC(C(=O)O)(C)C)C(=CC(=C1)\C=C\C(=O)C1=C(C2=C(S1)C=C(C=C2)SC)C)C